FC(CN1N=CC=2C1=NC(=NC2)C(=O)N[C@H]2COC1=C(N(C2=O)C)C=CC=C1)(C)F 1-(2,2-difluoropropyl)-N-[(3S)-5-methyl-4-oxo-2,3-dihydro-1,5-benzoxazepin-3-yl]pyrazolo[3,4-d]pyrimidine-6-carboxamide